[Cl-].C(C)(C)OC1=NC(=NC(=N1)OC(C)C)[N+]1(CCOCC1)CC(C)C 4-(4,6-diisopropoxy-1,3,5-triazin-2-yl)-4-isobutylmorpholinium chloride